COC(COC=1C=C(C(=CC1)C(=O)OC)C(=O)OC)OC Dimethyl 4-(2,2-dimethoxyethoxy)benzene-1,2-dicarboxylate